octenyl-trichlorosilane tert-Butyl-4-fluoro-4-(7-methyl[1,2,4]triazolo[1,5-a]pyridin-6-yl)piperidine-1-carboxylate C(C)(C)(C)OC(=O)N1CCC(CC1)(C=1C(=CC=2N(C1)N=CN2)C)F.C(=CCCCCCC)[Si](Cl)(Cl)Cl